tert-butyl 3-((1S)-hydroxy (3-((2-hydroxy-1-(tetrahydro-2H-pyran-4-yl)ethyl) carbamoyl)phenyl)(4-isopropylphenyl)methyl)-3-methylazetidine-1-carboxylate O[C@@](C1(CN(C1)C(=O)OC(C)(C)C)C)(C1=CC=C(C=C1)C(C)C)C1=CC(=CC=C1)C(NC(CO)C1CCOCC1)=O